ClC=1C=CC(=C(C1)CC(=O)NC=1C=C(C=CC1)NC(C(C)(C)C)=O)O N-[3-[[2-(5-chloro-2-hydroxy-phenyl)acetyl]amino]phenyl]-2,2-dimethyl-propionamide